1,1a,2,7b-tetrahydrocyclopropa[c]chromene-4-carboxylic acid C1C2COC3=C(C=CC=C3C21)C(=O)O